tert-butyl (3-(5-fluoro-2-(2,2,2-trifluoroacetamido)phenyl)prop-2-yn-1-yl)(6-methoxy-3-nitropyridin-2-yl)-carbamate FC=1C=CC(=C(C1)C#CCN(C(OC(C)(C)C)=O)C1=NC(=CC=C1[N+](=O)[O-])OC)NC(C(F)(F)F)=O